4,5-dimethylbenzoic acid CC1=CC=C(C(=O)O)C=C1C